O(C1=CC=CC=C1)CCN(CCC(C(=O)O)NC(CC=1C=NC=CC1)=O)CCCCC1=NC=2NCCCC2C=C1 4-[2-phenoxyethyl-[4-(5,6,7,8-tetrahydro-1,8-naphthyridin-2-yl)butyl]amino]-2-[[2-(3-pyridyl)acetyl]amino]butanoic acid